O=C1NC(CCC1N1C(C2=CC(=CC(=C2C1=O)F)F)=O)=O 2-(2,6-dioxopiperidin-3-yl)-4,6-difluoro-1,3-dioxoisoindoline